4-(4-bromobenzylidene)-1,7-bis(4-hydroxy-3-methoxyphenyl)heptane-3,5-dione BrC1=CC=C(C=C(C(CCC2=CC(=C(C=C2)O)OC)=O)C(CCC2=CC(=C(C=C2)O)OC)=O)C=C1